FC(C=1C=C(COC2=CC=C(C=O)C=C2)C=CC1)(F)F 4-((3-(trifluoromethyl)benzyl)oxy)benzaldehyde